C(C)(C)(C)S(=O)NC1(COC1)C#C[Si](C)(C)C 3-[(tert-butylsulfinyl)amino]-3-[(trimethylsilyl)ethynyl]oxetane